CC1=CN(C(=O)NC1=O)[C@H]2C[C@@H]([C@H](O2)COP(=S)(O)O[C@H]3C[C@@H](O[C@@H]3COP(=S)(O)O[C@H]4C[C@@H](O[C@@H]4COP(=S)(O)O[C@H]5C[C@@H](O[C@@H]5COP(=O)(O[C@H]6C[C@@H](O[C@@H]6COP(=S)(O)O[C@H]7C[C@@H](O[C@@H]7COP(=S)(O)O[C@H]8C[C@@H](O[C@@H]8COP(=S)(O)O[C@H]9C[C@@H](O[C@@H]9COP(=S)(O)O[C@H]1C[C@@H](O[C@@H]1COP(=S)(O)O[C@H]1C[C@@H](O[C@@H]1COP(=S)(O)O[C@H]1C[C@@H](O[C@@H]1COP(=S)(O)O[C@H]1C[C@@H](O[C@@H]1COP(=S)(O)O[C@H]1C[C@@H](O[C@@H]1COP(=S)(O)O[C@H]1C[C@@H](O[C@@H]1COP(=S)(O)O[C@H]1C[C@@H](O[C@@H]1COP(=S)(O)O[C@H]1C[C@@H](O[C@@H]1COP(=S)(O)O[C@H]1C[C@@H](O[C@@H]1CO)N1C=NC2=C1N=C(NC2=O)N)N1C=CC(=NC1=O)N)N1C=NC2=C1N=C(NC2=O)N)N1C=C(C(=O)NC1=O)C)N1C=NC2=C(N=CN=C21)N)N1C=CC(=NC1=O)N)N1C=NC2=C1N=C(NC2=O)N)N1C=NC2=C(N=CN=C21)N)N1C=CC(=NC1=O)N)N1C=NC2=C(N=CN=C21)N)N1C=C(C(=O)NC1=O)C)N1C=NC2=C1N=C(NC2=O)N)N1C=NC2=C1N=C(NC2=O)N)S)N1C=NC2=C(N=CN=C21)N)N1C=CC(=NC1=O)N)N1C=CC(=NC1=O)N)OP(=S)(O)OC[C@@H]1[C@H](C[C@@H](O1)N1C=CC(=NC1=O)N)OP(=S)(O)OC[C@@H]1[C@H](C[C@@H](O1)N1C=NC2=C1N=C(NC2=O)N)OP(=S)(O)OC[C@@H]1[C@H](C[C@@H](O1)N1C=NC2=C1N=C(NC2=O)N)OP(=S)(O)OC[C@@H]1[C@H](C[C@@H](O1)N1C=CC(=NC1=O)N)OP(=S)(O)O The molecule is a phosphorothioate oligonucleotide consisting of seven deoxyguanosine, seven deoxycytidine, four deoxyadenosine and three thymidine residues connected by 3'->5' phosphorothioate linkages in the sequence G-C-G-T-A-C-G-A-C-A-T-G-G-A-C-C-T-C-G-G-C. It has a role as an antigen and an antisense oligonucleotide.